O=C(C[C@H](C=1N=NN(C1)CCC1=CC=CC=C1)NC(OC(C)(C)C)=O)NC(C1=CC=CC=C1)(C1=CC=CC=C1)C1=CC=CC=C1 tert-butyl (R)-(3-oxo-1-(1-phenethyl-1H-1,2,3-triazol-4-yl)-3-(tritylamino)propyl)carbamate